Magnesium Taurate NCCS(=O)(=O)[O-].[Mg+2].NCCS(=O)(=O)[O-]